2,5-dioxo-1-pyrrolidinyl-4-(6-methyl-1,2,4,5-tetrazin-3-yl)benzene-acetate O=C1C(CC(C(=C1)C=1N=NC(=NN1)C)=O)(CC(=O)[O-])N1CCCC1